CC=1N=C(SC1CN)C=1C=NC=CC1 (4-methyl-2-pyridine-3-yl-1,3-thiazole-5-yl)methylamine